ClC=1C=C2[C@@H](CN(CC2=C(C1)Cl)C)C=1C=C(C=CC1)S(=O)(=O)N1CCC(CC1)NC(CCCNC(NCCCCNC(NCCCC(=O)NC1CCN(CC1)S(=O)(=O)C1=CC(=CC=C1)[C@@H]1CN(CC2=C(C=C(C=C12)Cl)Cl)C)=O)=O)=O N1,N18-Bis(1-[(3-[(S)-6,8-dichloro-2-methyl-1,2,3,4-tetrahydroisoquinolin-4-yl]phenyl)sulfonyl]piperidin-4-yl)-6,13-dioxo-5,7,12,14-tetraazaoctadecanediamid